methylpropanamide trifluoroacetate FC(C(=O)O)(F)F.CC(C(=O)N)C